(3S)-3-{[2-(1-methyl-1H-pyrazol-4-yl)[1,2,4]triazolo[1,5-c]quinazolin-5-yl]amino}azepan-2-one Ethyl-(9-methoxy-5,5-dioxido-6H-dibenzo[c,e][1,2]thiazin-6-yl)acetate C(C)OC(CN1S(C2=C(C3=C1C=CC(=C3)OC)C=CC=C2)(=O)=O)=O.CN2N=CC(=C2)C2=NN3C(=NC=1C=CC=CC1C3=N2)N[C@@H]2C(NCCCC2)=O